(1,3-dioxo-3a,4,5,6,7,7a-hexahydroisoindol-2-yl)-5,6-dihydro-4H-cyclopenta[b]thiophene-3-carboxylic acid tert-butyl ester C(C)(C)(C)OC(=O)C=1C2=C(SC1N1C(C3CCCCC3C1=O)=O)CCC2